4-PYRIDIN-2-YL-1H-PYRROLE-2-CARBALDEHYDE N1=C(C=CC=C1)C=1C=C(NC1)C=O